FC1(CN(CCC1S)C(=O)OC(C)(C)C)F tert-butyl 3,3-difluoro-4-mercaptopiperidine-1-carboxylate